FC1=CC(=C(C(=O)C2=C(C3=C(S2)C=C(C=C3)C(=O)O)OC3=CC=C(C=C3)N[C@@H]3CN(CC3)CCCF)C(=C1)C)C (S)-2-(4-Fluoro-2,6-dimethylbenzoyl)-3-(4-((1-(3-fluoropropyl)pyrrolidin-3-yl)amino)phenoxy)benzo[b]thiophene-6-carboxylic acid